NC1=C(C=C(C(=C1)C=1C=NC(=NC1)N1CCOCC1)F)N1C[C@@H](CC1)N(C)CCOC (R)-1-(2-amino-5-fluoro-4-(2-morpholinopyrimidin-5-yl)phenyl)-N-(2-methoxyethyl)-N-methylpyrrolidin-3-amine